C(#N)C=1C=C(C=CC1)NC(=O)N1CC2C(C1)CC(C2)C2=CC=CC=C2.[Sb].[P].[Al] aluminum phosphorus antimony N-(3-cyanophenyl)-5-phenyl-octahydrocyclopenta[c]pyrrole-2-carboxamide